2-chloro-N-(1-(2-chlorophenyl)-2-oxocyclohexyl)acetamide ClCC(=O)NC1(C(CCCC1)=O)C1=C(C=CC=C1)Cl